O[SiH2]N hydroxyl-aminosilane